2,8,11,14,20-pentaoxa-4,5,17-triazatricosan-23-oic acid COCNNCCOCCOCCOCCNCCOCCC(=O)O